methyl (S)-2-amino-3-(4-(1,4-dimethyl-2-oxo-5-(trifluoromethyl)-1,2-dihydropyridin-3-yl)phenyl)propanoate N[C@H](C(=O)OC)CC1=CC=C(C=C1)C=1C(N(C=C(C1C)C(F)(F)F)C)=O